FC1=CC(=C(C=C1C=1OC=NN1)O)C=1N=NC(=CC1)O[C@@H]1[C@@H]([C@H]2CCC[C@@H](C1)N2)F 4-fluoro-2-(6-(((1r,2r,3s,5s)-2-fluoro-9-azabicyclo[3.3.1]non-3-yl)oxy)pyridazin-3-yl)-5-(1,3,4-oxadiazol-2-yl)phenol